C(\C=C\C)(=O)OOC(C)(C)C t-butyl peroxycrotonate